ethyl (2R)-1-[5-[[5-(5-fluoro-1H-benzimidazol-2-yl)-1-methyl-pyrazol-3-yl]carbamoyl]-2-pyridyl]pyrrolidine-2-carboxylate FC1=CC2=C(NC(=N2)C2=CC(=NN2C)NC(=O)C=2C=CC(=NC2)N2[C@H](CCC2)C(=O)OCC)C=C1